[Na].C(CCCCCCCCCCC)OS(=O)(=O)C1=CC=CC=C1 dodecylbenzenesulfonate sodium salt